COC(=CC(=O)[O-])C 3-methoxybut-2-enoat